2-((2-ethylhexyl)thio)benzothiazole C(C)C(CSC=1SC2=C(N1)C=CC=C2)CCCC